BrC1=C(C(=CC=C1)C#N)SCCC(=O)OCC(CCCC)CC 2-Ethylhexyl 3-(2-bromo-6-cyanophenyl)sulfanylpropanoate